CC1([C@H](C1)C(=O)ON1C(CCC1=O)=O)C 2,5-dioxopyrrolidin-1-yl (S)-2,2-dimethylcyclopropane-1-carboxylate